ClC=1N2C(C3=CC(=NC=C3C1)NC(OC(C)(C)C)=O)=NC=C2 tert-butyl (5-chloroimidazo[2,1-a][2,6]naphthyridin-9-yl)carbamate